[Si](C)(C)(C(C)(C)C)OCC1=CC(=NC2=CC(=C(C=C12)C(=O)N1C(COCC1)C1=CC=C(C=C1)C(F)(F)F)F)NCC1=CC=C(C=C1)OC (4-(((tert-butyldimethylsilyl)oxy)methyl)-7-fluoro-2-((4-methoxybenzyl)amino)quinolin-6-yl)(3-(4-(trifluoromethyl)phenyl)morpholinyl)methanone